C(#N)C1=CC=C(C=N1)N1C[C@H](CCC1)NC(OC(C)(C)C)=O (S)-tert-butyl (1-(6-cyanopyridin-3-yl)piperidin-3-yl)carbamate